FC(N1N=CC(=C1C1=CC=2N(C=C1)N=C(C2)NC2=NC(=NC(=C2)C)C)O[C@@H]2CNC[C@@H]2OC)F 5-[2-(difluoromethyl)-4-[(3R,4S)-4-methoxypyrrolidin-3-yl]oxy-pyrazol-3-yl]-N-(2,6-dimethylpyrimidin-4-yl)pyrazolo[1,5-a]pyridin-2-amine